4-chloro-7-(2-furyl)-2-methylsulfanyl-pyrazolo[1,5-a][1,3,5]triazine ClC1=NC(=NC=2N1N=C(C2)C=2OC=CC2)SC